2-methyl-butylamine CC(CN)CC